4-benzyloxy-2-(4-isopropyl-2-methoxy-6-methyl-phenyl)quinoline C(C1=CC=CC=C1)OC1=CC(=NC2=CC=CC=C12)C1=C(C=C(C=C1C)C(C)C)OC